N1C(=NC=C1)NC(NC=1C=C(C2=C(N=C(N=C2)NC2=CC=C(C=C2)N2CCN(CC2)C)N1)C#C[Si](C(C)C)(C(C)C)C(C)C)=O 3-(1H-imidazol-2-yl)-1-(2-{[4-(4-methylpiperazin-1-yl)phenyl]amino}-5-[2-(triisopropylsilyl)ethynyl]pyrido[2,3-d]pyrimidin-7-yl)urea